FC(OC=1C=C(C=C(C1)F)C1=CC2=C(OC(CN2S(=O)(=O)C2=CC(=CC=C2)C(F)(F)F)C2CC3(CC(C3)C(=O)O)C2)C=C1)F 6-(6-(3-(difluoromethoxy)-5-fluorophenyl)-4-((3-(trifluoromethyl)phenyl)sulfonyl)-3,4-dihydro-2H-benzo[b][1,4]oxazin-2-yl)spiro[3.3]heptane-2-carboxylic acid